1-(ethoxymethyl)-9,9-dimethyl-6-(piperazin-1-ylmethyl)-9,10-dihydroacridine C(C)OCC1=CC=CC=2NC3=CC(=CC=C3C(C12)(C)C)CN1CCNCC1